F[C@@H]1[C@@H]([C@@H](N(C1)C(=O)C1OCC1)CC=1C(=C(C=CC1)C1=C(C(=CC=C1)F)F)F)NS(=O)(=O)CC N-{(2S,3R,4S)-4-fluoro-1-(oxetane-2-carbonyl)-2-[(2,2',3'-trifluoro[1,1'-biphenyl]-3-yl)methyl]pyrrolidin-3-yl}-ethanesulfonamide